C(C1=CC=CC=C1)N1CCC(CC1)C1=CC=C2C(=N1)CN(C2=O)N2C(CCCC2=O)=O (2-(1-Benzylpiperidin-4-yl)-5-oxo-5,7-dihydro-6H-pyrrolo[3,4-b]pyridin-6-yl)piperidine-2,6-dione